C(CC)C=1N=NNC1 4-propyltriazol